C(#N)C=1C=NN2C1C(=CC(=C2)OCC(C)(C)O)C=2C=CC(=NC2)N2CCC(CC2)NC(OC(C)(C)C)=O tert-butyl (1-(5-(3-cyano-6-(2-hydroxy-2-methylpropoxy)pyrazolo[1,5-a]pyridin-4-yl)pyridin-2-yl)piperidin-4-yl)carbamate